C(CC)C(CC(=O)[O-])CC(=O)[O-] (S)-3-n-propylglutarate